C(C)(C)(C)OC(=O)N1[C@@H]2C[C@@H]2C[C@@H]1C(N)=O (1r,3r,5r)-3-carbamoyl-2-azabicyclo[3.1.0]hexane-2-carboxylic acid tert-butyl ester